1-isonicotinoyl-lysergic acid diethylamide C(C)N(C(=O)[C@H]1CN(C)[C@@H]2CC3=CN(C4=CC=CC(C2=C1)=C34)C(C3=CC=NC=C3)=O)CC